ClC1=C2C(N(C(NC2=C(C=C1)S(=O)(=O)C1=CC=C2C=NN(C2=C1)CC(F)F)=O)O)=O 5-chloro-8-((1-(2,2-difluoroethyl)-1H-indazol-6-yl)sulfonyl)-3-hydroxyquinazoline-2,4(1H,3H)-dione